(6Z)-6-(trans-4-aminocyclohexyloxy)imino-8-methoxy-5,5-dimethyl-benzo[h]quinazolin-4-amine N[C@@H]1CC[C@H](CC1)O\N=C/1\C(C=2C(=NC=NC2C2=C1C=C(C=C2)OC)N)(C)C